3-(2-(5-cyclopropyl-3-(2,6-dichlorophenyl)isoxazol-4-yl)-7-azaspiro[3.5]non-1-en-7-yl)benzoic acid C1(CC1)C1=C(C(=NO1)C1=C(C=CC=C1Cl)Cl)C1=CC2(C1)CCN(CC2)C=2C=C(C(=O)O)C=CC2